FC1=NN(C=C1C1=CC(=C(C=C1)S(=O)(=O)N1CCN(C2=CC=CC(=C12)C)C)C)C 4-[4-(3-fluoro-1-methyl-1H-pyrazol-4-yl)-2-methylbenzenesulfonyl]-1,5-dimethyl-1,2,3,4-tetrahydroquinoxaline